(4-bromophenyl)((S)-1-(methylamino)-1-oxopropan-2-yl)phosphoramidate BrC1=CC=C(C=C1)N(P([O-])([O-])=O)[C@H](C(=O)NC)C